FC(COC(C)=O)(F)F.CC1=C(C=CC=C1)SC1=CC=C(C=C1)CC1=CC=CC=C1 [4-(methylphenylthio)phenyl]phenylmethane 2,2,2-trifluoroethyl-acetate